C(C1=CC=CC=C1)OC(CCCO)O (2R)-benzyloxy-1,4-butanediol